COP(=O)(OC)[O-] dimethylphosphat